P(=O)(OC1(C(C=CC=C1)C)C)(OOCCCCCCCCCCCC)[O-] o-dimethylphenyl dodecyloxy phosphate